C=1N=C(N2C1CN(CC2)C(=O)OC(C)(C)C)C(=O)OCC 7-(tert-butyl) 3-ethyl 5,6-dihydroimidazo[1,5-a]pyrazine-3,7(8H)-dicarboxylate